Benzyl-aminoguanidine hydroiodide I.C(C1=CC=CC=C1)N(C(=N)N)N